C(C)OC1=C(C(N(C=C1)C1=CC=C(C=C1)F)=O)C(=O)NC1=CC(=C(C=C1)C)C=1C=C2C=CC=NC2=CC1 4-ethoxy-1-(4-fluorophenyl)-N-(4-methyl-3-(quinolin-6-yl)phenyl)-2-oxo-1,2-dihydropyridine-3-carboxamide